BrC=1C(=C2C=3C(=NC(=NC3C1F)SC)N(CCO2)CCC=C)Cl 9-bromo-4-(but-3-en-1-yl)-8-chloro-10-fluoro-2-(methylthio)-5,6-dihydro-4H-[1,4]oxazepino[5,6,7-de]quinazoline